methyl-2-methyl-7-(2,2,2-trifluoroethoxy)imidazo[1,2-a]pyridine-6-carboxylic acid CC1=C(N=C2N1C=C(C(=C2)OCC(F)(F)F)C(=O)O)C